CC1CC=2C(=C3C=CC=CC3=CC2)C1=C1C2=CC=CC=C2SC=2C=C(C=CC12)NCCN1CCNCC1 9-(2-methyl-2,3-dihydro-1H-cyclopenta[a]naphthalen-1-ylidene)-N-(2-(piperazin-1-yl)ethyl)-9H-thioxanthen-3-amine